NC=1C(=C(C(=C(C1)C(=O)O)O)O)C(=O)O amino-dihydroxy-1,4-benzenedicarboxylic acid